C1=C(C=CC2=CC=CC=C12)N1N=C(N=C1C1=CC=CC=C1)C(F)(F)F 1-(2-naphthyl)-5-phenyl-3-trifluoromethyl-1,2,4-triazole